OC1=C(C=CC(=C1)OC)C(\C=C\C1=CC=C(C=C1)O[C@@H]1O[C@@H](C([C@@H]([C@@H]1O)O)O)CO)=O (E)-1-(2-Hydroxy-4-methoxyphenyl)-3-[4-[(2S,3S,4S,6R)-3,4,5-trihydroxy-6-(hydroxymethyl)oxan-2-yl]oxyphenyl]prop-2-en-1-one